(S)-4-(cyclopropylethynyl)-1-(4-methoxybenzyl)-7-(((4-methoxybenzyl)oxy)methyl)-4-(trifluoromethyl)-3,4-dihydroquinazolin-2(1H)-one C1(CC1)C#C[C@@]1(NC(N(C2=CC(=CC=C12)COCC1=CC=C(C=C1)OC)CC1=CC=C(C=C1)OC)=O)C(F)(F)F